4-(aminomethyl)-N-(5-chlorothiazol-2-yl)-N-(2,4-dimethoxybenzyl)-1H-indazole-1-sulfonamide NCC1=C2C=NN(C2=CC=C1)S(=O)(=O)N(CC1=C(C=C(C=C1)OC)OC)C=1SC(=CN1)Cl